C(#N)C1=CC=C(C=N1)[C@H](C)N[S@](=O)C(C)(C)C (R)-N-((S)-1-(6-cyanopyridin-3-yl)ethyl)-2-methylpropan-2-sulfinamide